C(C1=CC=CC=C1)OC1=CC=CC2=C1C(=C(S2)C)C(=O)NCCN2C(OCC2)=O (benzyloxy)-2-methyl-N-[2-(2-oxo-1,3-oxazolidin-3-yl)ethyl]-1-benzothiophene-3-carboxamide